C1(=CC(=CC=C1)NC(=O)C=1SC=CC1)C1=CC=CC=C1 N-([1,1'-biphenyl]-3-yl)thiophene-2-carboxamide